3-(3-Amino-propyl)-4-(3,5-dimethyl-isoxazol-4-ylmethoxy)-N-(2,3-dimethyl-phenyl)-benzamide Hydrochloride salt Cl.NCCCC=1C=C(C(=O)NC2=C(C(=CC=C2)C)C)C=CC1OCC=1C(=NOC1C)C